6-(4-butylphenoxy)-5-fluoro-N-methylnicotinamide C(CCC)C1=CC=C(OC2=NC=C(C(=O)NC)C=C2F)C=C1